4,6-diamino-5-hydroxy-1,3-Naphthalenedisulfonic acid NC1=C(C=C(C2=CC=C(C(=C12)O)N)S(=O)(=O)O)S(=O)(=O)O